2-(methylthio)-1-(2-(4-(pyridin-3-yl)-1H-imidazol-2-yl)piperidin-1-yl)propan-1-one CSC(C(=O)N1C(CCCC1)C=1NC=C(N1)C=1C=NC=CC1)C